methyl-{2-[2-(1,3-dioxolan-2-yl)-3-[(4-methoxyphenyl)methoxy]phenyl]ethyl}(methyl)amine CN(C)CCC1=C(C(=CC=C1)OCC1=CC=C(C=C1)OC)C1OCCO1